NC[C@H]1C[C@H]([C@H]2[C@@H]1OC(O2)(C)C)N2C=C(C1=C2N=CN=C1NCC1=CC=C(C=C1)OC)I 7-((3as,4r,6r,6ar)-6-(aminomethyl)-2,2-dimethyltetrahydro-4H-cyclopenta[d][1,3]dioxol-4-yl)-5-iodo-N-(4-methoxybenzyl)-7H-pyrrolo[2,3-d]pyrimidin-4-amine